N1=CC=CC2=CC=CC(=C12)C1CC(C1)N(C(O)=O)CC=1C=C2C(N(CC2=CC1)[C@H]1C(NC(CC1)=O)=O)=O.C(C1=CC=CC=C1)OC1=C(C(=CC(=C1)O)O)C(=O)N1C(C2=CC=CC=C2C1)CO (2-(benzyloxy)-4,6-dihydroxyphenyl)(1-(hydroxymethyl)isoindolin-2-yl)methanone (1r,3r)-3-(quinolin-8-yl)cyclobutyl-((2-(2,6-dioxopiperidin-3-yl)-3-oxoisoindolin-5-yl)methyl)carbamate